FC1(CCC2=C1N=C(N=C2C2=CC=C(OCC(=O)N1CCN(CC1)C(=O)OC(C)(C)C)C=C2)N2[C@H](CC2)C)F tert-butyl (S)-4-(2-(4-(7,7-difluoro-2-(2-methylazetidin-1-yl)-6,7-dihydro-5H-cyclopenta[d]pyrimidin-4-yl)phenoxy)acetyl)piperazin-1-carboxylate